F[C@H]1C([C@@H](O[C@@H]1CO)C1C=NC2=C1N=C(NC2=O)NC(C(C)C)=O)(O)O N-(7-((2s,4r,5r)-4-fluoro-3,3-dihydroxy-5-(hydroxymethyl)tetrahydrofuran-2-yl)-4-oxo-4,7-dihydro-3H-pyrrolo[3,2-d]pyrimidin-2-yl)isobutyramide